C(C1=CC=CC=C1)[C@H]1N(C(OC1)=O)C([C@@H](CCCNC1=CC(=NN1CC1=CC=C(C=C1)OC)C1=CN=NC=C1C)CC1=CC(=C(C=C1)Cl)F)=O (R)-4-Benzyl-3-((S)-2-(4-chloro-3-fluorobenzyl)-5-((1-(4-methoxybenzyl)-3-(5-methylpyridazin-4-yl)-1H-pyrazol-5-yl)amino)pentanoyl)oxazolidin-2-one